(P)-3-bromo-4-((3-fluoro-5-methylpyridin-2-yl)methoxy)-2'-(2-(2-hydroxypropan-2-yl)pyrimidin-4-yl)-5',6-dimethyl-2H-[1,4'-bipyridin]-2-one BrC=1C(N(C(=CC1OCC1=NC=C(C=C1F)C)C)C1=CC(=NC=C1C)C1=NC(=NC=C1)C(C)(C)O)=O